[N+](=[N-])=CC(=O)C=1C(=NN(C1)CC1=CC=C(C=C1)OC)OC 2-diazo-1-(3-methoxy-1-(4-methoxybenzyl)-1H-pyrazol-4-yl)ethan-1-one